rel-((1S,2R)-2-(4-bromo-6-chloro-1-(tetrahydro-2H-pyran-2-yl)-1H-indazol-5-yl)cyclopropyl)methyl methanesulfonate CS(=O)(=O)OC[C@@H]1[C@@H](C1)C=1C(=C2C=NN(C2=CC1Cl)[C@@H]1OCCCC1)Br |o1:19|